tert-butyl ((1-(4-(trifluoromethyl)phenyl)-1H-indol-2-yl)methyl)carbamate FC(C1=CC=C(C=C1)N1C(=CC2=CC=CC=C12)CNC(OC(C)(C)C)=O)(F)F